NC=1C=C(C(=C2C=C(N=CC12)NC=1C=NN(C1)C(C#N)C)Cl)C=1C=NC=CC1C 2-(4-(8-amino-5-chloro-6-(4-methylpyridin-3-yl)isoquinolin-3-ylamino)-1H-pyrazol-1-yl)propanenitrile